(hydroxymethylene)dibenzonitrile OC(C1=C(C#N)C=CC=C1)C1=C(C#N)C=CC=C1